(2S)-2-{4-[5-chloro-2-(4,5-dihydro-1,2-oxazol-3-yl)phenyl]-5-methoxy-2-oxopyridin-1(2H)-yl}-4-methoxy-N-(2-methyl-2H-indazol-5-yl)butanamide ClC=1C=CC(=C(C1)C1=CC(N(C=C1OC)[C@H](C(=O)NC1=CC2=CN(N=C2C=C1)C)CCOC)=O)C1=NOCC1